C(#N)C(C)(C)C1=CC=2N(C=C1OC)C(=CN2)C2=CC(=C(C(=O)NC1CC1)C(=C2)OC)OC(F)F 4-[7-(1-cyano-1-methyl-ethyl)-6-methoxy-imidazo[1,2-a]pyridin-3-yl]-N-cyclopropyl-2-(difluoromethoxy)-6-methoxybenzamide